4,4'-(((4-ethynyl-1,2-phenylene)bis(oxy))bis(methylene))bis(methoxybenzene) C(#C)C1=CC(=C(C=C1)OCC1=CC=C(C=C1)OC)OCC1=CC=C(C=C1)OC